1-(2,2-difluoro-2-(4-hydroxycyclohexyl)ethyl)-9-(trifluoromethyl)-1,2,3,4-tetrahydro-5H-benzofuro[3,2-e][1,4]diazepin-5-one FC(CN1CCNC(C2=C1C1=C(O2)C=CC(=C1)C(F)(F)F)=O)(C1CCC(CC1)O)F